spiro[3.3]heptan-2-ylcarboxylic acid methyl ester COC(=O)C1CC2(C1)CCC2